ClC1=CC(=C(OCC=2C=NC=C(C#N)C2)C=C1OCC=1C(=C(C=CC1)C1=C(C(=CC=C1)COC1=C(C=C(C(=C1)O)C=O)Cl)C)C)C=O 5-((4-chloro-5-((3'-((2-chloro-4-formyl-5-hydroxyphenoxy)methyl)-2,2'-dimethyl-[1,1'-biphenyl]-3-yl)methoxy)-2-formylphenoxy)methyl)nicotinonitrile